FC(C(F)(F)F)(O)OC(C(C(C(C(C(F)(F)F)(F)F)(F)F)(F)F)(F)F)(F)F perfluorohexyloxyethanol